CC1=CC=C(CN2C(=NC3=C2C=CC=C3)NC(=O)NC3=CC(=CC=C3)C(F)(F)F)C=C1 1-(1-(4-Methylbenzyl)-1H-benzo[d]imidazol-2-yl)-3-(3-(trifluoromethyl)phenyl)urea